C(C)(C)(C)OC(=O)N(CCCCCCN1C(=CC=2C1=NC(=CC2)\C(=C\C(=O)OCC)\C)C2=NC1=C(N2C)C(=CC(=C1)C(=O)[O-])OC)C(=O)OC(C)(C)C 2-[1-[6-[bis(t-butoxycarbonyl) amino] hexyl]-6-[(E)-3-ethoxy-1-methyl-3-oxo-prop-1-enyl] pyrrolo[2,3-b]pyridin-2-yl]-7-methoxy-1-methyl-benzimidazole-5-carboxylate